O1[C@H](COCC1)CN1N=C2C3=C(C[C@H](C2=C1)C)OC(=C3C(F)(F)F)C(=O)OCC Ethyl (4R)-2-{[(2S)-1,4-dioxan-2-yl]methyl}-4-methyl-8-(trifluoromethyl)-4,5-dihydro-2H-furo[2,3-g]indazol-7-carboxylat